3-bromo-6-chloro-7-((2-methoxyethoxy)methoxy)-4H-chromen-4-one BrC1=COC2=CC(=C(C=C2C1=O)Cl)OCOCCOC